FC(C)(F)C1N(C(CC1)=O)NC(C(=O)OCC)=N ethyl 2-[[2-(1,1-difluoroethyl)-5-oxo-pyrrolidin-1-yl] amino]-2-imino-acetate